8-[(2s,5r)-2,5-dimethyl-4-[1-(5-methyl-1,2-oxazol-3-yl)ethyl]piperazin-1-yl]-5-methyl-6-oxo-5,6-dihydro-1,5-naphthyridine-2-carbonitrile C[C@@H]1N(C[C@H](N(C1)C(C)C1=NOC(=C1)C)C)C1=CC(N(C=2C=CC(=NC12)C#N)C)=O